Dimethylhafnium [2',2'''-(4-methoxypyridine-2,6-diyl)bis(3-((3r,5r,7r)-adamantan-1-yl)-5-(tert-butyl)-4'-methyl-[1,1'-biphenyl]-2-olate)] COC1=CC(=NC(=C1)C1=C(C=CC(=C1)C)C=1C(=C(C=C(C1)C(C)(C)C)C12CC3CC(CC(C1)C3)C2)[O-])C2=C(C=CC(=C2)C)C=2C(=C(C=C(C2)C(C)(C)C)C23CC1CC(CC(C2)C1)C3)[O-].C[Hf+2]C